7-[(3R,4R)-3-(dimethylamino)-4-hydroxypyrrolidin-1-yl]-2-(3-fluoro-4-methoxyphenyl)-4H-pyrido[1,2-a]pyrimidin-4-one CN([C@@H]1CN(C[C@H]1O)C=1C=CC=2N(C(C=C(N2)C2=CC(=C(C=C2)OC)F)=O)C1)C